N-((2-(trifluoromethyl)pyridin-3-yl)methyl)-2-(3-(trifluoromethyl)pyrrolidin-1-yl)pyrido[2,3-d]pyrimidin-4-amine FC(C1=NC=CC=C1CNC=1C2=C(N=C(N1)N1CC(CC1)C(F)(F)F)N=CC=C2)(F)F